ethyl (S)-2-(tert-butoxy)-2-(7-(4-chlorophenyl)-5-methyl-2-(1-methyl-3-(1-(oxetan-3-yl)piperidin-4-yl)-1H-indazol-5-yl)benzo[d]thiazol-6-yl)acetate C(C)(C)(C)O[C@H](C(=O)OCC)C1=C(C2=C(N=C(S2)C=2C=C3C(=NN(C3=CC2)C)C2CCN(CC2)C2COC2)C=C1C)C1=CC=C(C=C1)Cl